C(C1=CC=CC=C1)OC=1C=C(C=CC1OCC1=CC=CC=C1)C(C(C(=O)OC)N(CC1=CC=CC=C1)CC1=CC=CC=C1)=O methyl 3-(3,4-bis(benzyloxy) phenyl)-2-dibenzylamino-3-oxopropanoate